CC1([C@@H](CC[C@@H]1C)CC=O)C 2-((1S,3S)-2,2,3-trimethylcyclopentyl)acetaldehyde